C1(CCC1)OC=1C=C2CC(COC2=CC1)C(=O)N(C)CC1=CC(=C(O1)C)C(=O)O 5-((6-cyclobutoxy-N-methylchroman-3-carboxamido)methyl)-2-methylfuran-3-carboxylic acid